FC(C1=NC=2C(=NC=CC2C=2C=C3C(=NNC3=C(C2)C#CC(C)(C)C)N)N1)F 5-(2-(difluoromethyl)-3H-imidazo[4,5-b]pyridin-7-yl)-7-(3,3-dimethylbut-1-yn-1-yl)-1H-indazol-3-amine